N,8-dimethyl-5,6,7,8-tetrahydro-1,5-naphthyridine-2-carboxamide CNC(=O)C1=NC=2C(CCNC2C=C1)C